C(C1=CC=CC=C1)C1(CN(CC1)S(=O)(=O)C=1C=NC=CC1)C=1C=C2C=NN(C2=CC1C)C=1C=CC(N(C1)C)=O 5-(5-(3-benzyl-1-(pyridin-3-ylsulfonyl)pyrrolidin-3-yl)-6-methyl-1H-indazol-1-yl)-1-methylpyridin-2(1H)-one